C1(=CC=CC2=CC=CC=C12)CNCCNCC1=CC=CC2=CC=CC=C12 N,N'-Bis(1-naphthylmethyl)-1,2-ethanediamine